iron (III)-sodium pyrophosphate [O-]P([O-])(=O)OP(=O)([O-])[O-].[Na+].[Fe+3]